OC(C(=O)C1=CC=CC(=C1)O)CCO 2,4,5-trihydroxybutyryl-benzene